(1S,2S)-2-(1H-benzo[d]imidazol-2-yl)-N-((S)-1-oxo-1-(pyrazin-2-ylamino)propan-2-yl)cyclopropane-1-carboxamide N1C(=NC2=C1C=CC=C2)[C@@H]2[C@H](C2)C(=O)N[C@H](C(NC2=NC=CN=C2)=O)C